monoisodecyl glutarate C(CCCC(=O)[O-])(=O)OCCCCCCCC(C)C